(E)-4-bromo-1-morphinynylbut-2-en-1-one BrC/C=C/C(=O)C1=CC=CC=2[C@@]34C#CCC[C@H]3[C@@H](CC12)NCC4